C(C=C)[SiH](COC)CC=C di(2-propenyl)methoxymethyl-silane